C(N)(=O)C1CCC(CC1)CNC(C1=C(C(=C(C(=C1)F)OCC1=CC=C(C=C1)OC)F)F)=O N-{[(1r,4r)-4-carbamoylcyclohexyl]methyl}-2,3,5-trifluoro-4-[(4-methoxyphenyl)methoxy]benzamide